8-bromo-N-hexadecyl-octanoamide BrCCCCCCCC(=O)NCCCCCCCCCCCCCCCC